Methyl (3aR,7S,7aR)-7-(allyloxy)-2,2-dimethyl-3a,4,7,7a-tetrahydrobenzo[d][1,3]dioxole-5-carboxylate C(C=C)O[C@H]1C=C(C[C@@H]2[C@H]1OC(O2)(C)C)C(=O)OC